C1=CC(=C(C=C1F)CO)Br bromo-5-fluorobenzyl alcohol